NC1=C(N=CC2=C(C=CC=C12)C1=NC=CN=C1OC)C(=O)NCCC 4-amino-8-(3-methoxypyrazin-2-yl)-N-propylisoquinoline-3-carboxamide